Tert-butyl 3-(4-fluoro-2-(trifluoromethyl) benzyl)-2-(methylcarbamoyl)-5,6-dihydroimidazo[1,2-a]pyrazine-7(8H)-carboxylate FC1=CC(=C(CC2=C(N=C3N2CCN(C3)C(=O)OC(C)(C)C)C(NC)=O)C=C1)C(F)(F)F